N-(4'-chlorophenyl)-2-acetyl-3-methylamino-2-butenamide ClC1=CC=C(C=C1)NC(C(=C(C)NC)C(C)=O)=O